C(N)(=O)C=1C(=NC(=C(N1)CC)C)NC=1C=C(CCNC([C@H](C)N(C(/C=C/CN(C(OC(C)(C)C)=O)C)=O)C)=O)C=CC1 tert-butyl (S,E)-(4-((1-((3-((3-carbamoyl-5-ethyl-6-methylpyrazin-2-yl)amino)phenethyl)amino)-1-oxopropan-2-yl)(methyl)amino)-4-oxobut-2-en-1-yl)(methyl)carbamate